2-[4-(2-methacryloyloxy-ethoxy)phenyl]propane C(C(=C)C)(=O)OCCOC1=CC=C(C=C1)C(C)C